(+)-3-methyl-1-[2-(1-piperidyl)phenyl]butylamine CC(CC(C1=C(C=CC=C1)N1CCCCC1)N)C